C1(CC1)C=1N=CC=2N(C1C(O)C=1N=NN(C1C)C1=C(C=C(C(=C1)F)OC)F)C=NC2 (6-cyclopropyl-imidazo[1,5-a]pyrazin-5-yl)-[1-(2,5-difluoro-4-methoxy-phenyl)-5-methyl-1H-[1,2,3]triazol-4-yl]-methanol